3-[4-(pyrazolo[1,5-a]pyrimidin-6-yloxy)phenyl]-1-[5-(trifluoromethyl)-3-pyridinyl]-2,4-imidazolidinedione N1=CC=C2N1C=C(C=N2)OC2=CC=C(C=C2)N2C(N(CC2=O)C=2C=NC=C(C2)C(F)(F)F)=O